ONC(=O)C=1CCN(CC1)S(=O)(=O)C=1C=NC(=CC1)C1=CC=C(C=C1)N1CCN(CC1)C N-hydroxyl-1-((6-(4-(4-methylpiperazine-1-yl)phenyl)pyridine-3-yl)sulfonyl)-1,2,3,6-tetrahydropyridine-4-formamide